2-(5-amino-2-(furan-2-yl)-7H-pyrazolo[4,3-e][1,2,4]triazolo[1,5-c]pyrimidin-7-yl)-2-phenyl-N-((S)-piperidin-3-yl)propanamide NC1=NC2=C(C=3N1N=C(N3)C=3OC=CC3)C=NN2C(C(=O)N[C@@H]2CNCCC2)(C)C2=CC=CC=C2